2,3-difluoro-4-bromophenyl ethyl ether C(C)OC1=C(C(=C(C=C1)Br)F)F